2-(9-(pyridin-2-yl)-6-Oxaspiro[4.5]decane-9-yl)ethylcarbamate N1=C(C=CC=C1)C1(CCOC2(CCCC2)C1)CCNC([O-])=O